FC1=CC(=CC=2NC(=NC21)C2=CC(=CN2)C(=O)C2=C(C=CC=C2)C(F)(F)F)[C@@H](C)O (R)-(5-(4-fluoro-6-(1-hydroxyethyl)-1H-benzo[d]imidazol-2-yl)-1H-pyrrol-3-yl)(2-(trifluoromethyl)phenyl)methanone